N-((1S,2S)-2-((tert-butyldimethylsilyl)oxy)cyclohexyl)naphthalen-2-amine [Si](C)(C)(C(C)(C)C)O[C@@H]1[C@H](CCCC1)NC1=CC2=CC=CC=C2C=C1